CC1=CC=CC=2NC=NC21 4-methyl-1H-benzo[d]imidazol